4-(1-(3-(4-(2-(2,6-dioxopiperidin-3-yl)-1,3-dioxoisoindolin-4-yl)piperazin-1-yl)propyl)-1H-1,2,3-triazol-4-yl)-N-(2-(pyrrolidin-1-ylmethyl)-1H-benzo[d]imidazol-5-yl)benzamide O=C1NC(CCC1N1C(C2=CC=CC(=C2C1=O)N1CCN(CC1)CCCN1N=NC(=C1)C1=CC=C(C(=O)NC2=CC3=C(NC(=N3)CN3CCCC3)C=C2)C=C1)=O)=O